2-(6-(((1R,2R,3S,5S)-2-fluoro-9-azabicyclo[3.3.1]non-3-yl)oxy)pyridazin-3-yl)-5-(2-methylthiazol-5-yl)phenol F[C@@H]1[C@H]2CCC[C@@H](C[C@@H]1OC1=CC=C(N=N1)C1=C(C=C(C=C1)C1=CN=C(S1)C)O)N2